C(C1=CC=CC=C1)N(C(=S)SSCCCCCCCCSSC(N(CC1=CC=CC=C1)CC1=CC=CC=C1)=S)CC1=CC=CC=C1 1,8-bis(N,N'-dibenzylthiocarbamoyldithio)octane